N-(3-((5-(benzylamino)-2-((1-methyl-1H-pyrazol-4-yl)amino)pyrimidin-4-yl)amino)phenyl)acrylamide C(C1=CC=CC=C1)NC=1C(=NC(=NC1)NC=1C=NN(C1)C)NC=1C=C(C=CC1)NC(C=C)=O